CNC(N(N=O)C1CCCCC1)=O methylcyclohexyl-nitrosourea